BrC1=C(C=C2C=NC(N(C2=C1F)[C@@H]1[C@H](C1)F)SCC)Cl 7-Bromo-6-chloro-2-(ethylthio)-8-fluoro-N-((1S,2S)-2-fluorocyclopropyl)quinazoline